ClC1=NN2C(C=CC(=C2)N2CC3CCC(C2)O3)=N1 3-(2-chloro-[1,2,4]triazolo[1,5-a]pyridin-6-yl)-8-oxa-3-azabicyclo[3.2.1]octane